C1(CCCCC1)OC=1C=CC(=NC1)NC1=NN(C(=N1)C1=NC=C(C=C1)OC)C 5-(cyclohexyloxy)-N-(5-(5-methoxypyridin-2-yl)-1-methyl-1H-1,2,4-triazol-3-yl)pyridin-2-amine